ClC=1C=C(C=CC1)N1N=CC(=C1)C(C(=O)NC1=CC(=NN1)C1CCC1)C 2-(1-(3-chlorophenyl)-1H-pyrazol-4-yl)-N-(3-cyclobutyl-1H-pyrazol-5-yl)propanamide